O.N[C@@H](CC(N)=O)C(=O)O asparagine, monohydrate